(S)-2-[2-(1,1-difluoroethyl)-4-ethynylphenoxy]propionic acid FC(C)(F)C1=C(O[C@H](C(=O)O)C)C=CC(=C1)C#C